methylene-3-(3,5-di-tert-butyl-4-hydroxy phenyl)propionate C=C(C(=O)[O-])CC1=CC(=C(C(=C1)C(C)(C)C)O)C(C)(C)C